C(C)(C)(C)OC(=O)NCCCOC=1C(=CC(=C2C=NNC12)Cl)C(C)NC(=O)C=1C(=NN2C1N=CC=C2)NC(OC(C)(C)C)=O tert-butyl [3-({[1-(7-{3-[(tert-butoxycarbonyl)amino]propoxy}-4-chloro-1H-indazol-6-yl)ethyl]amino}carbonyl)pyrazolo[1,5-a]pyrimidin-2-yl]carbamate